BrC1=CC=C(C=C1)[C@H](C)N[C@@H](C1=C2NC(C(NC2=CC=C1)=O)=O)P(O)(O)=O [(R)-[(S)-1-(4-bromo-phenyl)-ethylamino]-(2,3-dioxo-1,2,3,4-tetrahydro-quinoxalin-5-yl)-methyl]phosphonic acid